CN1C(=NC2=C1C=C(C=C2C)C2CCN(CC2)C2CC1CCC(C2)N1C1CCOCC1)C1=CC=C(C=C1)S(=O)(=O)C 1,4-Dimethyl-2-(4-(methylsulfonyl)phenyl)-6-(1-(8-(tetrahydro-2H-pyran-4-yl)-8-azabicyclo[3.2.1]octan-3-yl)piperidin-4-yl)-1H-benzo[d]imidazol